Ethyl 2-(2-(Naphthalen-2-yl)Thiazol-4-yl)Acetate C1=C(C=CC2=CC=CC=C12)C=1SC=C(N1)CC(=O)OCC